benzyl ((3S,4R)-4-(2,6-difluoro-4-methoxyphenyl)-2-oxopyrrolidin-3-yl)carbamate FC1=C(C(=CC(=C1)OC)F)[C@H]1[C@@H](C(NC1)=O)NC(OCC1=CC=CC=C1)=O